Br.CN1N=C2C(=CC(=CC2=C1)C=1C=C2C(N=C(S2)C=2CCNCC2)=C(C1)O)C 6-(2,7-dimethyl-2H-indazol-5-yl)-2-(1,2,3,6-tetrahydropyridin-4-yl)benzo[d]thiazol-4-ol hydrobromide